1-(5-chloroisochroman-1-yl)-N-methylmethanamine ClC1=C2CCOC(C2=CC=C1)CNC